1,2-bis(methanesulfonyloxymethyl)cyclohexane CS(=O)(=O)OCC1C(CCCC1)COS(=O)(=O)C